Dimethyl 2-(1-(2-(4-methylphenyl)-1H-pyrrol-1-yl)cyclopentane-1-carbonyl)malonate CC1=CC=C(C=C1)C=1N(C=CC1)C1(CCCC1)C(=O)C(C(=O)OC)C(=O)OC